(7-(benzyloxy)-4-chloroquinolin-3-yl)(2-isopropylphenyl)methanone 3-[5-(4-fluorophenyl)-6-isopropyl-1H-pyrrolo[2,3-f]indazol-7-yl]propanoate FC1=CC=C(C=C1)N1C(=C(C2=C1C=C1C=NNC1=C2)CCC(=O)O)C(C)C.C(C2=CC=CC=C2)OC2=CC=C1C(=C(C=NC1=C2)C(=O)C2=C(C=CC=C2)C(C)C)Cl